2-chloro-N-(2,4-difluoro-3-(7-fluoro-3-(1H-imidazol-2-yl)-1H-indazol-6-yl)phenyl)-pyridine-3-sulfonamide ClC1=NC=CC=C1S(=O)(=O)NC1=C(C(=C(C=C1)F)C1=CC=C2C(=NNC2=C1F)C=1NC=CN1)F